cis-styryl-benzofuranone C(=C/C1=CC=CC=C1)/C1C(OC2=C1C=CC=C2)=O